Thiopheneboronic acid S1C(=CC=C1)B(O)O